F[P-](F)(F)(F)(F)F.Br[P+](N1CCCC1)(N1CCCC1)N1CCCC1 bromo-tripyrrolidino-phosphonium hexa-fluorophosphate